OCC=1C(=NC(NC1)=O)N 5-hydroxylmethylcytosine